2-(3-chlorophenyl)-3-(N,N-dibenzylamino)-1-propyl borate B(OCC(CN(CC1=CC=CC=C1)CC1=CC=CC=C1)C1=CC(=CC=C1)Cl)([O-])[O-]